SCCN[C@@H](CO)C1=CC=C(C=C1)[N+](=O)[O-] (R)-2-((2-mercaptoethyl)amino)2-(4-nitrophenyl)ethan-1-ol